C(#N)C=1C=C(C=NC1)[C@H](CCO)N(C(OC(C)(C)C)=O)O tert-butyl N-[(1S)-1-(5-cyano-3-pyridyl)-3-hydroxy-propyl]-N-hydroxy-carbamate